dimethylanthracen CC=1C2=CC=CC=C2C(=C2C=CC=CC12)C